CCCCCCCCC1(C2=C(C=CC(=C2)Br)C3=C1C=C(C=C3)Br)CCCCCCCC 2,7-dibromo-9,9'-dioctylfluorene